2,2,3,3,4,4,5,5,6,6,7,7,8,8,9,9-hexadecafluoro-1,10-decanediol FC(CO)(C(C(C(C(C(C(C(CO)(F)F)(F)F)(F)F)(F)F)(F)F)(F)F)(F)F)F